tert-Butyl N-[(1S)-2-(2,4-dichlorothieno[3,2-d]pyrimidin-6-yl)-1-methyl-ethyl]carbamate ClC=1N=C(C2=C(N1)C=C(S2)C[C@H](C)NC(OC(C)(C)C)=O)Cl